COC(=O)C1=NN(C(C=C1NN)=O)C1=C(C=CC=C1)C 4-hydrazino-1-(2-methylphenyl)-6-oxo-1,6-dihydropyridazine-3-carboxylic acid methyl ester